C(C)(C)(C)OC(=O)N1S(OC(C1)C1=CC=C(C=C1)[N+](=O)[O-])(=O)=O 5-(4-nitrophenyl)-1,2,3-oxathiazolidine-3-carboxylic acid tert-butyl ester 2,2-dioxide